2-ethyltridecanol C(C)C(CO)CCCCCCCCCCC